FC=1C=C(C=C(C1F)F)C=1N=NN(C1)[C@@H]1[C@H]([C@@H](SC2=CC3=CC=CC=C3C=C2)O[C@@H]([C@@H]1O)CO)O 2-Naphthyl 3-deoxy-3-[4-(3,4,5-trifluorophenyl)-1H-1,2,3-triazol-1-yl]-1-thio-α-D-galactopyranoside